4-(4-(((5,5-dimethyl-5,6-dihydro-4H-1,3-oxazin-2-yl)amino)-2,6-difluorophenoxy)-1-((2-(trimethylsilyl)ethoxy)methyl)-1H-pyrrolo[2,3-b]pyridin-3-yl)benzene CC1(CN=C(OC1)NC=1C(=C(OC2=C3C(=NC=C2)N(C=C3C3=CC=CC=C3)COCC[Si](C)(C)C)C(=CC1)F)F)C